(2-methylindazol-3-yl)methanone CN1N=C2C=CC=CC2=C1C=O